methyl 3-chloro-6-(1,1-dioxidoisothiazolidin-2-yl)-2-methylisonicotinate ClC1=C(C(=O)OC)C=C(N=C1C)N1S(CCC1)(=O)=O